ClC=1C=C(C=C(C1OC=1C=C2CCN(C(C2=CC1)=O)CC1=CC=C(C=C1)C)Cl)N1N=CC(NC1=O)=O (3,5-dichloro-4-((2-(4-methylbenzyl)-1-oxo-1,2,3,4-tetrahydroisoquinolin-6-yl)oxy)phenyl)-1,2,4-triazine-3,5(2H,4H)-dione